C(C)(C)(C)OC(CC[C@@H](C(=O)N)N1C(C2=CC=C(C=C2C1)C1=NC(=CC(=C1)CCl)N)=O)=O (S)-5-amino-4-(5-(6-amino-4-(chloromethyl)pyridin-2-yl)-1-oxoisoindolin-2-yl)-5-oxopentanoic acid tert-butyl ester